CN(CCCNC1=NC(=NC2=CC=CC=C12)C1=CSC=C1)C N1,N1-dimethyl-N3-(2-(thiophen-3-yl)quinazolin-4-yl)propane-1,3-diamine